4-{[3-(1-benzyl-1H-benzo[d][1,2,3]triazol-5-yl)-5-(4-methylphenyl)-1H-pyrazol-1-yl]methyl}-N-hydroxybenzoamide C(C1=CC=CC=C1)N1N=NC2=C1C=CC(=C2)C2=NN(C(=C2)C2=CC=C(C=C2)C)CC2=CC=C(C(=O)NO)C=C2